monolauryl-tin C(CCCCCCCCCCC)[Sn]